2-(4-(4-bromophenyl)-6-(pyridin-2-yl)pyridin-2-yl)pyridine BrC1=CC=C(C=C1)C1=CC(=NC(=C1)C1=NC=CC=C1)C1=NC=CC=C1